2-[3-bromo-5-[(1S)-1-[[8-cyclopropyl-6-(difluoromethyl)quinazolin-4-yl]amino]ethyl]-1,2,4-triazol-1-yl]thiazole-5-carbonitrile BrC1=NN(C(=N1)[C@H](C)NC1=NC=NC2=C(C=C(C=C12)C(F)F)C1CC1)C=1SC(=CN1)C#N